C(C)C12CC3(CC(CC(C1)C3)C2)OC(C=C)=O acrylic acid-3-ethyladamantyl ester